NC=1SC=C(N1)C(=O)C1=CC=C(C=C1)Br (2-aminothiazol-4-yl)(4-bromophenyl)methanone